O1N=C(C=C1)NC(OC1=CC=CC=C1)=O phenyl isoxazol-3-yl-carbamate